CC1N(CCS(C1)(=O)=O)N=CC=1OC(=CC1)[N+](=O)[O-] N-(3-Methyl-1,1-dioxido-4-thiomorpholinyl)-1-(5-nitro-2-furyl)methanimine